sodium acrylamido-2-methylpropanesulfonate sodium salt [Na+].C(C=C)(=O)NC(C(C)C)S(=O)(=O)[O-].[Na+].C(C=C)(=O)NC(C(C)C)S(=O)(=O)[O-]